2-{[3,3-dibutyl-7-(methylthio)-1,1-dioxo-5-phenyl-2,3,4,5-tetrahydro-1H-1,5-benzothiazepine-8-yl]Oxy}acetic acid C(CCC)C1(CS(C2=C(N(C1)C1=CC=CC=C1)C=C(C(=C2)OCC(=O)O)SC)(=O)=O)CCCC